6-(aminomethyl)pyridazine-3-carbonitrile hydrochloride Cl.NCC1=CC=C(N=N1)C#N